C(C)OC1=NC=C(C(=C1C1=CN(C2=NC(=CC=C21)NC(=O)[C@H]2[C@H](C2)F)COCC[Si](C)(C)C)OC)F (1S,2S)-N-[3-(2-ethoxy-5-fluoro-4-methoxypyridin-3-yl)-1-[[2-(trimethylsilyl)ethoxy]methyl]pyrrolo[2,3-b]pyridin-6-yl]-2-fluorocyclopropane-1-carboxamide